2-(2,4-dichlorophenyl)-5-(3-methyl-1H-pyrazol-4-yl)-1H-pyrrole-3-carboxamide ClC1=C(C=CC(=C1)Cl)C=1NC(=CC1C(=O)N)C=1C(=NNC1)C